1-(3-fluoro-5-morpholinopyridin-2-yl)-5-methyl-N-(3-(methylsulfonamido)phenyl)-1H-pyrrole-3-carboxamide FC=1C(=NC=C(C1)N1CCOCC1)N1C=C(C=C1C)C(=O)NC1=CC(=CC=C1)NS(=O)(=O)C